FC(C)(F)C1=NC(=CC(=N1)NC1=CC(=NC=C1OCC[C@H]1N(CCC1)C)NC(C)=O)C (S)-N-(4-((2-(1,1-difluoroethyl)-6-methylpyrimidin-4-yl)amino)-5-(2-(1-methylpyrrolidin-2-yl)ethoxy)pyridin-2-yl)acetamide